ClC=1C=C(C=CC1OC1=NN(C=C1)C1=NC=C(C=C1)C)NC1=NC=NC2=CC(=C(C=C12)NC1CCN(CC1)C(C=C)=O)OC 1-(4-((4-((3-chloro-4-((1-(5-methylpyridin-2-yl)-1H-pyrazol-3-yl)oxy)phenyl)amino)-7-methoxyquinazolin-6-yl)amino)piperidin-1-yl)prop-2-en-1-one